7-nitro-2-(oxetan-3-yl)-1,2,3,4-tetrahydroisoquinoline [N+](=O)([O-])C1=CC=C2CCN(CC2=C1)C1COC1